NC1=C(SC2=NC(=CN=C21)C)C(=O)N[C@H]2COC1=C(C2)C(=C(C(=C1)N1CC2CCC(C1)N2)F)F 7-amino-N-[(3R)-7-{3,8-diazabicyclo[3.2.1]octan-3-yl}-5,6-difluoro-3,4-dihydro-2H-1-benzopyran-3-yl]-3-methylthieno[2,3-b]pyrazine-6-carboxamide